N1=C(C=CC=C1)CC1CCNCC1 4-(2-pyridylmethyl)piperidine